Methyl 6-(6-cyclopentylsulfanyl-pyridin-2-yl)-naphthalene-2-carboxylate C1(CCCC1)SC1=CC=CC(=N1)C=1C=C2C=CC(=CC2=CC1)C(=O)OC